ClC=1C=C(C=NC1)N1N=C(C(=C1C)C1=CC(=NC=2N1N=CC2C2=CC=NN2C2OCCCC2)C21CNCC(CC2)O1)C (7-(1-(5-chloropyridin-3-yl)-3,5-dimethyl-1H-pyrazol-4-yl)-3-(1-(tetrahydro-2H-pyran-2-yl)-1H-pyrazol-5-yl)pyrazolo[1,5-a]Pyrimidin-5-yl)-8-oxa-3-azabicyclo[3.2.1]Octane